C(C)(=O)OC1=C(C=CC=C1)C(NC=1SC(=CN1)[N+](=O)[O-])=O 2-[(5-nitro-1,3-thiazol-2-yl)carbamoyl]phenyl ethanoate